FC1=C2CN(C(C2=CC=C1N1CCN(CC1)CC1CCC(CC1)OC1CCN(CC1)C1=NC=NC(=C1)C=1NN=C2C=CC(=CC12)OC1(CC1)C)=O)C1C(NC(CC1)=O)=O 3-[4-fluoro-5-[4-[[4-[[1-[6-[5-(1-methylcyclopropoxy)-2H-indazol-3-yl]pyrimidin-4-yl]-4-piperidyl]oxy]cyclohexyl]methyl]piperazin-1-yl]-1-oxo-isoindolin-2-yl]piperidine-2,6-dione